CN1N=CC=2C1=NC(=CC2N2CC(C(CC2)=O)C)C 1-(1,6-dimethylpyrazolo[3,4-b]pyridin-4-yl)-3-methyl-piperidin-4-one